Methyl {[1-(4-formylphenyl)piperidin-4-yl]oxy}acetate C(=O)C1=CC=C(C=C1)N1CCC(CC1)OCC(=O)OC